FC1(CC1)C(=O)N(C)OC 1-fluoro-N-methoxy-N-methylcyclopropanecarboxamide